5-(tert-butyl)-11-(difluoromethyl)-1-(2,4-dimethoxybenzyl)-2-oxo-1,2,5,6-tetrahydropyrido[2',1':2,3]imidazo[4,5-h]quinoline-3-carboxylic acid C(C)(C)(C)C1C=2C=C(C(N(C2C2=C(C1)N1C(=N2)C(=CC=C1)C(F)F)CC1=C(C=C(C=C1)OC)OC)=O)C(=O)O